rac-tert-butyl (6R,7S)-7-hydroxy-6-methyl-2-azaspiro[3.5]nonane-2-carboxylate O[C@@H]1[C@@H](CC2(CN(C2)C(=O)OC(C)(C)C)CC1)C |r|